C(C)(C)(C)C(C#N)C#N 2-tert-butylpropanedinitrile